ClC1=CC(=C(OC=2C=C(C=C(C2)C)C=2C3=C(C(N(C2)C)=O)NC(=C3)C(=O)NC3(C(C3)(F)F)C)C(=C1)C)C 4-(3-(4-chloro-2,6-dimethylphenoxy)-5-methylphenyl)-N-(2,2-difluoro-1-methylcyclopropyl)-6-methyl-7-oxo-6,7-dihydro-1H-pyrrolo[2,3-c]pyridine-2-carboxamide